O=C1NC(CCC1N1C(C2=CC(=C(C=C2C1=O)CNC(=O)C1=CC2=C(O1)C(C1=CC=CC=C1C2=O)=O)F)=O)=O N-((2-(2,6-dioxopiperidin-3-yl)-6-fluoro-1,3-dioxoisoindoline-5-yl)methyl)-4,9-Dioxo-4,9-dihydronaphtho[2,3-b]furan-2-carboxamide